N1C=CC2=C(C=CC=C12)C=1N=C(C2=C(N1)C(=CS2)C2=CC=NN2C)N2[C@@H](COCC2)C (R)-4-(2-(1H-Indol-4-yl)-7-(1-methyl-1H-pyrazol-5-yl)thieno[3,2-d]pyrimidine-4-yl)-3-methylmorpholine